1-(4-(morpholinomethyl)phenyl)ethan-1-one tert-Butyl-(S)-2-cyano-4-(2-(3-(trifluoromethyl)-1H-pyrazol-4-yl)phenyl)-4,7-dihydrothieno[2,3-c]pyridine-6(5H)-carboxylate C(C)(C)(C)OC(=O)N1CC2=C([C@@H](C1)C1=C(C=CC=C1)C=1C(=NNC1)C(F)(F)F)C=C(S2)C#N.O2CCN(CC2)CC2=CC=C(C=C2)C(C)=O